Ethyl 7-[3-(bromomethyl)-5-ethyl-1-methyl-1H-pyrazol-4-yl]-6-chloro-3-{3-[(6-fluoronaphthalen-1-yl)oxy]propyl}-1-[4-(methylamino)butyl]-1H-indole-2-carboxylate-hydrochloric acid salt Cl.BrCC1=NN(C(=C1C=1C(=CC=C2C(=C(N(C12)CCCCNC)C(=O)OCC)CCCOC1=CC=CC2=CC(=CC=C12)F)Cl)CC)C